(3,4-ethylenedioxy)Thiophene C1OC2=CSC=C2OC1